4-(3-(ethylcarbamoyl)pyrazolo[1,5-a]pyrimidin-5-yl)piperazine-1-carboxylic acid isopropyl ester C(C)(C)OC(=O)N1CCN(CC1)C1=NC=2N(C=C1)N=CC2C(NCC)=O